N-(2-chloro-4-fluoro-3-((5-fluoro-3-methyl-4-oxo-3,4-dihydroquinazolin-6-yl)amino)phenyl)-3-((difluoromethoxy)methyl)azetidine-1-sulfonamide ClC1=C(C=CC(=C1NC=1C(=C2C(N(C=NC2=CC1)C)=O)F)F)NS(=O)(=O)N1CC(C1)COC(F)F